FC1([C@H]2[C@@H](OC1=C(C(=O)O)CCC)C[C@H]([C@@H]2\C=C\[C@H]([C@H](CC#CCC)C)O)O)F 5Z-[(3aR,4R,5R,6aS)-3,3-difluorohexahydro-5-hydroxy-4-[(1E,3S,4S)-3-hydroxy-4-methyl-1-nonen-6-ynyl]-2H-cyclopenta[b]furan-2-ylidene]-pentanoic acid